tert-Butyl 4-(6-benzyl-5,6,7,8-tetrahydropyrido[4,3-d]pyrimidin-4-yl)-3,6-dihydropyridine-1(2H)-carboxylate bis(trifluoroacetate) FC(C(=O)O)(F)F.FC(C(=O)O)(F)F.C(C1=CC=CC=C1)N1CC2=C(N=CN=C2C=2CCN(CC2)C(=O)OC(C)(C)C)CC1